N-formyl-phenylalanine methyl ester COC([C@@H](NC=O)CC1=CC=CC=C1)=O